OC1=C(C=CC=C1)N1CCN(CC1)CCCCCN1C=NC2=C1C=CC=C2 1-(5-(4-(2-hydroxyphenyl)piperazin-1-yl)pentyl)-1H-benzo[d]imidazol